2-(pyrrolidin-1-yl)ethyl 2-(3,5-dichlorophenyl)benzo[d]oxazole-6-carboxylate ClC=1C=C(C=C(C1)Cl)C=1OC2=C(N1)C=CC(=C2)C(=O)OCCN2CCCC2